C1(=CC=CC=C1)S(=O)(=O)N1C=C(C2=CC=C(C=C12)OCC1OCCC1)S(=O)(=O)Cl 1-(benzenesulfonyl)-6-(tetrahydrofuran-2-ylmethoxy)indole-3-sulfonyl chloride